bis(2,6-dimethoxybenzoyl)-(2-methylpropan-1-yl)phosphine oxide COC1=C(C(=O)P(CC(C)C)(C(C2=C(C=CC=C2OC)OC)=O)=O)C(=CC=C1)OC